8-ethyl-8-tricyclo[5.2.1.0<2,6>]decyl methacrylate C(C(=C)C)(=O)OC1(C2C3CCCC3C(C1)C2)CC